(S)-4-(3-(3-aminopiperidine-1-carbonyl)-6-(p-tolyl)-1H-indol-5-yl)benzonitrile N[C@@H]1CN(CCC1)C(=O)C1=CNC2=CC(=C(C=C12)C1=CC=C(C#N)C=C1)C1=CC=C(C=C1)C